7-fluoro-1,3-benzothiazol-4-yl trifluoromethanesulfonate FC(S(=O)(=O)OC1=CC=C(C2=C1N=CS2)F)(F)F